OC1=CC=C2C(C(COC2=C1)C1=CC=CC=C1)=O 7-hydroxy-3-phenylchroman-4-one